3-(4-((1s,3s)-3-methyl-1-(4-methyl-4H-1,2,4-triazol-3-yl)cyclobutyl)pyridin-2-yl)-8-(trifluoromethyl)quinazolin-4(3H)-one CC1CC(C1)(C1=NN=CN1C)C1=CC(=NC=C1)N1C=NC2=C(C=CC=C2C1=O)C(F)(F)F